FC1=CC=C(C=C1)N1C=NC(=C1)N 1-(4-fluorophenyl)-1H-imidazol-4-amine